(R)-3-amino-1-(2-((6-amino-9H-purin-9-yl)methyl)-3-((3,3-dimethylpyrrolidin-1-yl)methyl)-4-fluorophenyl)-N-cyclopropylpyrrolidine-3-carboxamide N[C@]1(CN(CC1)C1=C(C(=C(C=C1)F)CN1CC(CC1)(C)C)CN1C2=NC=NC(=C2N=C1)N)C(=O)NC1CC1